C(C)(=O)NC1=NC=C(C(=O)O)C(=C1)NC1=NC(=NC(=C1)CC)C(C)(F)F 6-Acetamido-4-((2-(1,1-difluoroethyl)-6-ethylpyrimidin-4-yl)amino)nicotinic acid